2-(propan-2-yl)-1,5,7,11-tetraoxaspiro[5.5]undecane CC(C)C1OC2(OCC1)OCCCO2